2-(((2R,3R,4S,5R)-5-(6-amino-2-chloro-9H-purin-9-yl)-4-fluoro-3-hydroxytetrahydrofuran-2-yl)methoxy)-2-(4-(benzyloxy)benzyl)malonic acid NC1=C2N=CN(C2=NC(=N1)Cl)[C@H]1[C@H]([C@@H]([C@H](O1)COC(C(=O)O)(C(=O)O)CC1=CC=C(C=C1)OCC1=CC=CC=C1)O)F